methyl (1R,2S,5S)-6,6-dimethyl-3-L-valyl-3-azabicyclo[3.1.0]hexane-2-carboxylate, hydrochloride Cl.CC1([C@H]2CN([C@@H]([C@@H]12)C(=O)OC)C([C@@H](N)C(C)C)=O)C